FC(C1=NN=C(O1)C1=CC=2N(C=C1)C=C(N2)CN(C(=O)C2CN(C2)S(=O)(=O)C)C2=CC(=CC=C2)F)F N-((7-(5-(difluoromethyl)-1,3,4-oxadiazol-2-yl)imidazo[1,2-a]pyridin-2-yl)methyl)-N-(3-fluorophenyl)-1-(methylsulfonyl)azetidine-3-carboxamide